6-bromo-4-(hydroxymethyl)-3,4-dihydroisoquinolin-1(2H)-one BrC=1C=C2C(CNC(C2=CC1)=O)CO